NC1=C(C=C(C(=O)N2CCC(CC2)C=O)C=C1)OC 1-(4-amino-3-methoxybenzoyl)piperidine-4-carbaldehyde